C(C1=CC=CC=C1)OC1=C(C=C(C=C1)C=1C=C(C(=NC1)N)OCC1=C(C=CC=C1Cl)Cl)F 5-(4-benzyloxy-3-fluoro-phenyl)-3-(2,6-dichloro-benzyloxy)-pyridin-2-ylamine